(3S,4R)-4-((4-(3-((7-oxa-4-azaspiro[2.5]oct-4-yl)methyl)-4-isopropylquinolin-6-yl)-5-fluoropyrimidin-2-yl)amino)tetrahydro-2H-pyran-3-ol C1CC12N(CCOC2)CC=2C=NC1=CC=C(C=C1C2C(C)C)C2=NC(=NC=C2F)N[C@H]2[C@@H](COCC2)O